C(CCCCCCC)(=O)OC1CC(N(C(C1)(C)C)O)(C)C 1-oxyl-2,2,6,6-tetramethylpiperidin-4-yl octanoate